1,2,4,5-benzenetetra-formamide 1,4-dioxaneAt O1C(COCC1)C(=O)O.C=1(C(=CC(=C(C1)C(=O)N)C(=O)N)C(=O)N)C(=O)N